(3-Bromocyclobutyl)methyl 4-methylbenzenesulfonate CC1=CC=C(C=C1)S(=O)(=O)OCC1CC(C1)Br